C1(CC1)C1=CC=C(C=C1F)O 4-cyclopropyl-5-fluorophenol